FC=1C=C(C=CC1P(=O)(O)O)[C@H](C(=O)N[C@@H]1B(OC2=C(C1)C=CC=C2C(=O)O)O)NC(=O)C=2C=1C=CNC1C=CC2 (R)-3-((R)-2-(3-fluoro-4-phosphonophenyl)-2-(1H-indole-4-carboxamido)acetamido)-2-hydroxy-3,4-dihydro-2H-benzo[e][1,2]oxaborinine-8-carboxylic acid